(S)-2-((4-(6-((5-fluoro-1-(oxetan-3-yl)-1H-Indazol-6-yl)methoxy)pyridin-2-yl)piperidin-1-yl)methyl)-1-(oxetan-2-ylmethyl)-1H-benzo[d]Imidazole-6-carboxylic acid FC=1C=C2C=NN(C2=CC1COC1=CC=CC(=N1)C1CCN(CC1)CC1=NC2=C(N1C[C@H]1OCC1)C=C(C=C2)C(=O)O)C2COC2